diphenyl isodecyl phosphite (diphenyl isodecyl phosphite) C1(=CC=CC=C1)C(CCCCCCC(C)C)(P(O)(O)O)C1=CC=CC=C1.P(OC1=CC=CC=C1)(OC1=CC=CC=C1)OCCCCCCCC(C)C